FC(C1=NNC=C1N)F 3-(difluoromethyl)-1H-pyrazol-4-amine